N-(5-(2-(2-azabicyclo[2.2.1]heptan-2-yl)acetamido)-2-fluorophenyl)-6-(1-methyl-1H-pyrazol-4-yl)pyrazolo[1,5-a]pyrazine-3-carboxamide C12N(CC(CC1)C2)CC(=O)NC=2C=CC(=C(C2)NC(=O)C=2C=NN1C2C=NC(=C1)C=1C=NN(C1)C)F